BrC=1C=C2C(NC(NC2=C(C1)F)=O)=O 6-bromo-8-fluoroquinazoline-2,4(1H,3H)-dione